Diethyl Sebacat C(CCCCCCCCC(=O)OCC)(=O)OCC